(1R,3R,5R)-N-((R)-(2,5-difluoro-4-(trifluoromethyl)phenyl)(oxetan-3-yl)methyl)-2-(3-(2-hydroxypropan-2-yl)benzoyl)-2-azabicyclo[3.1.0]hexane-3-carboxamide FC1=C(C=C(C(=C1)C(F)(F)F)F)[C@H](NC(=O)[C@@H]1N([C@@H]2C[C@@H]2C1)C(C1=CC(=CC=C1)C(C)(C)O)=O)C1COC1